OC1(CC(C1)NC1=NN2C(C=N1)=C(C=C2)C=2C=CC=1N(C2)C(=CN1)C(=O)N1CCCC1)C (6-(2-((3-hydroxy-3-methylcyclobutyl)amino)pyrrolo[2,1-f][1,2,4]triazin-5-yl)imidazo[1,2-a]pyridin-3-yl)(pyrrolidin-1-yl)methanone